OC=1C=C(CN2CN(C3=CC=CC=C3C2)C=2C=NN(C2)O)C=C(C1)O 3-(3,5-dihydroxybenzyl)-1-(1-hydroxy-1H-pyrazol-4-yl)-2,3-dihydroquinazoline